phenyl 4-{4-[4-(2-aminopropan-2-yl)phenyl] tetrahydro-2H-pyran-4-yl}piperazine-1-carboxylate NC(C)(C)C1=CC=C(C=C1)C1(CCOCC1)N1CCN(CC1)C(=O)OC1=CC=CC=C1